4-[6-amino-5-(2-chloro-4-fluoro-benzyloxy)-pyridin-3-yl]-phenol NC1=C(C=C(C=N1)C1=CC=C(C=C1)O)OCC1=C(C=C(C=C1)F)Cl